C(C)(=O)OCCCCCCCCCCCCC=CCCCC 13-octadecen-1-yl acetate